BrC1=CC(=C(C=C1)C(=O)C1=CC(=C(C=C1)F)OC)OC (4-bromo-2-methoxyphenyl)(4-fluoro-3-methoxyphenyl)methanone